N-Ethyl-Glycine methyl ester hydrochloride Cl.COC(CNCC)=O